2-ethyl-9-methacryloyloxy-10-methoxycarbonyloxy-1,4-dihydroanthracene C(C)C=1CC2=C(C3=CC=CC=C3C(=C2CC1)OC(=O)OC)OC(C(=C)C)=O